1-ethyl-3-(β-D-glucopyranosyloxy)-4-[(4-methoxyphenyl)-methyl]-5-methylpyrazole C(C)N1N=C(C(=C1C)CC1=CC=C(C=C1)OC)O[C@H]1[C@H](O)[C@@H](O)[C@H](O)[C@H](O1)CO